(((2-chlorobenzyl)amino)methyl)pyrimidine-2-carboxylic acid methyl ester COC(=O)C1=NC=CC(=N1)CNCC1=C(C=CC=C1)Cl